4-chloro-6-(4-((4,4-difluoropiperidin-1-yl)-methyl)phenyl)-7-((2-(trimethylsilyl)ethoxy)methyl)-7H-pyrrolo[2,3-d]pyrimidine ClC=1C2=C(N=CN1)N(C(=C2)C2=CC=C(C=C2)CN2CCC(CC2)(F)F)COCC[Si](C)(C)C